iodotropane I[C@]12CCC[C@H](CC1)N2C